The molecule is a 1-acyl-sn-glycero-3-phosphoethanolamine in which the 1-acyl group is specified as oleoyl. It has a role as a human metabolite. It derives from an oleic acid. It is a tautomer of a 1-oleoyl-sn-glycero-3-phosphoethanolamine zwitterion. CCCCCCCC/C=C\\CCCCCCCC(=O)OC[C@H](COP(=O)(O)OCCN)O